3-(3,4-dimethoxyphenyl)-1-(2,4,6-trihydroxyphenyl)-1-propanone COC=1C=C(C=CC1OC)CCC(=O)C1=C(C=C(C=C1O)O)O